3-(4-(1-ethyl-3-(3-hydroxy-2,2-dimethylpropyl)-2-(2-((S)-1-methoxyethyl)pyridin-3-yl)-1H-pyrrolo[3,2-b]pyridin-5-yl)thiazol-2-yl)propanoic acid C(C)N1C(=C(C2=NC(=CC=C21)C=2N=C(SC2)CCC(=O)O)CC(CO)(C)C)C=2C(=NC=CC2)[C@H](C)OC